8-(6-(3-(3-fluorophenoxy)azetidin-1-yl)pyridin-3-yl)-N-propylquinoxalin-6-amine FC=1C=C(OC2CN(C2)C2=CC=C(C=N2)C=2C=C(C=C3N=CC=NC23)NCCC)C=CC1